FC=1C=CC(=NC1)CNC1=CC=CC=C1 N-((5-fluoropyridin-2-yl)methyl)aniline